C1CCC2=C(C=CC=C2C3=CC=CC4=C3CCCCC#C4)C#CC1 bibenzocyclooctyne